C1(CC1)C=1N=NN(C1)[C@@H](C(=O)N1[C@H](C[C@@H](C1)O)C(=O)NC(CN(C1CCN(CC1)C)C)C1=CC=CC=C1)C(C)(C)C (2R,4S)-1-[(2R)-2-(4-cyclopropyl-triazol-1-yl)-3,3-dimethyl-butyryl]-4-hydroxy-N-[2-[methyl-(1-methyl-4-piperidinyl)amino]-1-phenyl-ethyl]pyrrolidine-2-carboxamide